ClC1=NC(=C(C(=N1)N)F)C#C[Si](C(C)C)(C(C)C)C(C)C 2-chloro-5-fluoro-6-((triisopropylsilyl)ethynyl)pyrimidin-4-amine